C(C1=CC=CC=C1)N([C@@H](CC(=O)OCC)C=1C=C(C=CC1OC)C1=CC=CC=C1)[C@H](C)C1=CC=CC=C1 ethyl (S)-3-(benzyl((R)-1-phenylethyl)amino)-3-(4-methoxybiphenyl-3-yl)propanoate